OC[C@@H]1[C@@H](C1)N(C(OCC1=CC=C(C=C1)NC([C@H](C)NC([C@H](C(C)C)NC(=O)OC(C)(C)C)=O)=O)=O)C {4-[(2S)-2-[(2S)-2-[(tert-butoxycarbonyl)amino]-3-methylbutanamido]propanamido]phenyl}methyl N-[(1R,2S)-2-(hydroxymethyl)cyclopropyl]-N-methylcarbamate